CC=1C(=C2C=NNC2=CC1C)C1=C(C=2N=C(N=C(C2C=N1)N1CCOCC(C1)(O)C)OCC12CCCN2CCC1)F 4-(7-(5,6-dimethyl-1H-indazol-4-yl)-8-fluoro-2-((hexahydro-1H-pyrrolizin-7a-yl)methoxy)pyrido[4,3-d]Pyrimidin-4-yl)-6-methyl-1,4-oxaazepan-6-ol